O=C1NC=C(C2=CC=CC=C12)S(=O)(=O)Cl 1-oxo-2H-isoquinoline-4-sulfonyl chloride